ClC=C(CF)F 1-chloro-2,3-difluoropropene